ClC=1C(=C(C=CC1)NC1=NC=NC2=CC(=C(C=C12)N)C#C[C@]12CN(C[C@@H]2C1)C)F N4-(3-chloro-2-fluoro-phenyl)-7-[2-[(1s,5r)-3-methyl-3-azabicyclo[3.1.0]hexane-1-yl]ethynyl]-quinazoline-4,6-diamine